2,6-dihydroxynaphthalenesulfonic acid OC1=C(C2=CC=C(C=C2C=C1)O)S(=O)(=O)O